(16R)-18-(4,4-difluorocyclohexyl)-12-(2,6-dimethylphenyl)-15-oxa-8λ6-thia-1,9,11,18,22-pentaazatetracyclo[14.4.1.13,7.110,14]tricosa-3(23),4,6,10(22),11,13-hexaene-2,8,8-trione FC1(CCC(CC1)N1C[C@H]2OC3=CC(=NC(NS(C4=CC=CC(C(N(CC1)C2)=O)=C4)(=O)=O)=N3)C3=C(C=CC=C3C)C)F